tert-butyl 4-[1-(3-methylphenyl)-1H-pyrazol-3-yl]piperidine-1-carboxylate CC=1C=C(C=CC1)N1N=C(C=C1)C1CCN(CC1)C(=O)OC(C)(C)C